N-((5-methyl-1H-benzo[d]imidazol-2-yl)methyl)-2-(methylsulfonyl)pyrazolo[1,5-a][1,3,5]triazin-4-amine CC1=CC2=C(NC(=N2)CNC2=NC(=NC=3N2N=CC3)S(=O)(=O)C)C=C1